1-(((1-methyl-5-(trifluoromethyl)-1H-pyrazol-3-yl)oxy)methyl)cyclohex-3-ene-1-carboxylic acid CN1N=C(C=C1C(F)(F)F)OCC1(CC=CCC1)C(=O)O